C(C)C(C(=O)O)CC 2-ethyl-1-butanoic acid